3-(4-chlorophenyl)-N-(2,5-dimethoxyphenyl)-3-(thiazol-2-yl)pyrrolidine-1-carboxamide ClC1=CC=C(C=C1)C1(CN(CC1)C(=O)NC1=C(C=CC(=C1)OC)OC)C=1SC=CN1